C(C)N1CCN(CC1)CCNC=C1C(CC(CC1=O)C1=CC=C(C=C1)C)=O 2-(((2-(4-ethylpiperazin-1-yl)ethyl)amino)methylene)-5-(p-tolyl)cyclohexane-1,3-dione